(12R)-6-benzyloxy-7,7-difluoro-12-methyl-17-nitro-15-(trifluoromethyl)-13,19-dioxa-3,4,18-triazatricyclo[12.3.1.12,5]nonadeca-1(18),2,4,8,14,16-hexaene C(C1=CC=CC=C1)OC1C2=NN=C(C=3C(=CC(=C(O[C@@H](CCC=CC1(F)F)C)N3)C(F)(F)F)[N+](=O)[O-])O2